(R)-1-((2-(trimethylsilyl)ethoxy)formyl)pyrrole C[Si](CCOC(=O)N1C=CC=C1)(C)C